FC(C(=O)O)(F)F.N1C(=NC=C1)CC1CCN(CC1)C(=O)C1=CC=C(C=C1)C1=CC=C(C=C1)C(F)(F)F (4-((1H-imidazol-2-yl)methyl)piperidin-1-yl)(4'-(trifluoromethyl)-[1,1-biphenyl]-4-yl)methanone, trifluoroacetic acid salt